S([O-])(O)(=O)=O.CC(C)([NH3+])C N-dimethylethylammonium bisulfate